C1(=CC=CC2=CC=CC=C12)C1=CC=CC2=CC=CC=C12 binaphthalen